2-(azetidin-1-ylmethyl)-3,6-difluorobenzaldehyde N1(CCC1)CC1=C(C=O)C(=CC=C1F)F